3-bromo-5-fluoro-2-(5-fluoropyridin-2-yl)-5,6-dihydro-4H-pyrrolo[1,2-b]Pyrazole BrC1=C2N(N=C1C1=NC=C(C=C1)F)CC(C2)F